4-(3-Nitro-4-{[2-(trifluoromethyl)phenyl]methoxy}phenyl)-2H,4H,5H,6H,7H-pyrazolo[3,4-b]pyridin-6-one [N+](=O)([O-])C=1C=C(C=CC1OCC1=C(C=CC=C1)C(F)(F)F)C1C=2C(NC(C1)=O)=NNC2